1-(2-chloro-5-(trifluoromethyl)pyrimidin-4-yl)-3-methylazetidin-3-ol ClC1=NC=C(C(=N1)N1CC(C1)(O)C)C(F)(F)F